COC1=CC=2C3=C(C(=NC2C=C1OCCCN1CCCC1)N[C@H]1C[C@H](CCC1)O)CCC3 (1S,3R)-3-({8-methoxy-7-[3-(pyrrolidin-1-yl)propoxy]-1H,2H,3H-cyclopenta[c]quinolin-4-yl}amino)cyclohexan-1-ol